(S)-2-((benzyloxy)methyl)-5,5-difluorohexanoic acid C(C1=CC=CC=C1)OC[C@@H](C(=O)O)CCC(C)(F)F